C(C)C(C(C)NC(C)CC)(C)CC diethyl-di-sec-butylamine